2,2'-((phosphonomethyl)azanediyl)diacetic acid P(=O)(O)(O)CN(CC(=O)O)CC(=O)O